1-hexadecyl-2,6-dimethylpiperidine C(CCCCCCCCCCCCCCC)N1C(CCCC1C)C